C(C1=CC=CC=C1)OC=1C(=NC=C(C1)B1OC(C(O1)(C)C)(C)C)N 3-(benzyloxy)-5-(4,4,5,5-tetramethyl-1,3,2-dioxaborolan-2-yl)pyridin-2-amine